C(C)(C)(C)OC(N[C@H]1CNC[C@H](C1)C)=O (3R,5S)-5-methylpiperidin-3-ylcarbamic acid tert-butyl ester